6-(5-Bromo-1-tosyl-1H-pyrrolo[2,3-b]pyridin-3-yl)-N,N-dimethylnicotinamide BrC=1C=C2C(=NC1)N(C=C2C2=NC=C(C(=O)N(C)C)C=C2)S(=O)(=O)C2=CC=C(C)C=C2